methyl-6'-oxo-1',6'-dihydro-2'h,4'h-spiro[cyclopropane-1,3'-pyrazino[1,2-C]pyrimidine]-8'-yl 2,4,6-triisopropylbenzenesulfonate C(C)(C)C1=C(C(=CC(=C1)C(C)C)C(C)C)S(=O)(=O)OC=1C=C2N(C(N1)=O)CC1(NC2C)CC1